(R)-N-(4-((2-(1,1-difluoroethyl)-6-methylpyrimidin-4-yl)amino)-5-(3-fluorobutoxy)pyridin-2-yl)acetamide FC(C)(F)C1=NC(=CC(=N1)NC1=CC(=NC=C1OCC[C@@H](C)F)NC(C)=O)C